O1C(C=CC=C1)C(=O)N Pyran-2-carboxamide